1-(2-bromo-4-(5-(4-cyclohexyl-3-(trifluoromethyl)phenyl)-1,2,4-oxadiazol-3-yl)benzyl)azetidine-3-carboxylic acid BrC1=C(CN2CC(C2)C(=O)O)C=CC(=C1)C1=NOC(=N1)C1=CC(=C(C=C1)C1CCCCC1)C(F)(F)F